4-amino-2,3-dichlorobenzenesulfonic acid NC1=C(C(=C(C=C1)S(=O)(=O)O)Cl)Cl